NC1=CC(=NN1CC(=O)N1C[C@@]2(CC1)C1=C(NC(O2)=O)C=CC(=C1F)Cl)C1=C(C=CC=C1)C(F)(F)F (R)-1'-(2-(5-Amino-3-(2-(trifluoromethyl)phenyl)-1H-pyrazol-1-yl)acetyl)-6-chloro-5-fluorospiro[benzo[d][1,3]oxazine-4,3'-pyrrolidin]-2(1H)-one